C1CCC2=C(C=3CCCC3C=C12)NC(=O)N=[S@@](=O)(N)C=1C=NN2C1O[C@](C2)(C)CO (S,2S)-N'-((1,2,3,5,6,7-hexahydro-s-indacen-4-yl)carbamoyl)-2-(hydroxymethyl)-2-methyl-2,3-dihydropyrazolo[5,1-b]oxazole-7-sulfonimidamide